C(C)C1(CC1)C#CC=1C=C(C=C(C1)F)C1=NN=C2N1C1=CC=C(C=C1C(=N2)NC)F (3-((1-ethylcyclopropyl)ethynyl)-5-fluorophenyl)-7-fluoro-N-methyl-[1,2,4]triazolo[4,3-a]quinazolin-5-amine